C(C)OC(=O)C1C(=CC(CC1(C)CC)OC(C)=O)C 4-acetoxy-6-ethyl-2,6-dimethylcyclohex-2-ene-1-carboxylic acid ethyl ester